racemic-1-phenylethyl alcohol C1(=CC=CC=C1)[C@@H](C)O |r|